(S)-(2-aminobutyl)carbamic acid tert-butyl ester C(C)(C)(C)OC(NC[C@H](CC)N)=O